tert-butyl R-benzoate C(C1=CC=CC=C1)(=O)OC(C)(C)C